di(trifluoromethanesulfonyl)amide FC(S(=O)(=O)[N-]S(=O)(=O)C(F)(F)F)(F)F